N1C(=NC2=C1C=CC=C2)C2=CC(=C(C(=C2)O)O)OC 5-(1H-benzo[d]imidazol-2-yl)-3-methoxybenzene-1,2-diol